CN(CCN(C1=CC=C(C=C1)NC=1N=CC2=C(N1)N(C(C(=C2C#C)C2=C(C=CC=C2)OC)=O)C)C)C 2-[(4-{[2-(dimethylamino)ethyl](methyl)amino}phenyl)amino]-5-ethynyl-6-(2-methoxyphenyl)-8-methylpyrido[2,3-d]pyrimidin-7-one